(1R,3R)-2,2-dimethyl-3-(prop-1-yn-1-yl)cyclopropanecarboxylic acid tert-butyl ester C(C)(C)(C)OC(=O)[C@H]1C([C@@H]1C#CC)(C)C